N-(5-(pyridin-3-ylamino)-1-(4-(trifluoromethyl)phenyl)-1,2,3,4-tetrahydroquinolin-3-yl)propionamide N1=CC(=CC=C1)NC1=C2CC(CN(C2=CC=C1)C1=CC=C(C=C1)C(F)(F)F)NC(CC)=O